(RS)-1-[9-(2-methoxyethyl)-8,9-dihydro-7H-thiazolo[4',5':3,4]benz[1,2-b][1,4]oxazin-2-yl]-5-(prop-1-yn-1-yl)imidazolidin-2-one COCCN1C=2C(OCC1)=CC=C1C2N=C(S1)N1C(NC[C@H]1C#CC)=O |r|